ClC=1C=CC(=C(C1)N1CC(N(CC1=O)C(C(=O)O)CC1=CC=CC=C1)=O)N1N=NC=C1 2-(4-(5-chloro-2-(1H-1,2,3-triazol-1-yl)phenyl)-2,5-dioxopiperazin-1-yl)-3-phenylpropanoic acid